FC1=NC(=C2N=CN(C2=N1)C1OCCCC1)NCC1=C(C=CC=C1)N 2-fluoro-6-[(2-aminobenzyl)amino]-9-(tetrahydro-2H-pyran-2-yl)-9H-purine